(R,E)-2-(1,1-difluoroethyl)-4-phenoxy-N-(5,5,5-trifluoro-1-(methylsulfonyl)pent-1-en-3-yl)pyrimidine-5-carboxamide FC(C)(F)C1=NC=C(C(=N1)OC1=CC=CC=C1)C(=O)N[C@@H](/C=C/S(=O)(=O)C)CC(F)(F)F